ClC=1C=C(C(=O)O)C=CC1S(N)(=O)=O 3-Chloro-4-sulfamoylbenzoic acid